(6-((2-((4-([1,4'-Bipiperidine]-1'-yl)-2-methoxy-5-(1-methyl-1H-pyrazole-4-yl)phenyl)amino)-5-bromopyrimidine-4-yl)amino)-2,3-dimethylphenyl)dimethylphosphine oxide N1(CCCCC1)C1CCN(CC1)C1=CC(=C(C=C1C=1C=NN(C1)C)NC1=NC=C(C(=N1)NC1=CC=C(C(=C1P(C)(C)=O)C)C)Br)OC